NCCN1C=C(C(C2=CC=CC=C12)=O)CN(CC1=CC(=NC=C1)C)[C@@H]1CN(CCC1)C=1C=NC(=CC1)C 1-(2-Aminoethyl)-3-({[(3S)-1-(6-methylpyridin-3-yl)piperidin-3-yl][(2-methylpyridin-4-yl)methyl]amino}methyl)-1,4-dihydroquinolin-4-one